O=C(CCC=1OC=C2C=CC=CC12)C 3-(3-oxobutyl)isobenzofuran